O=C1N(C(CC1)=O)OC(CCCCCN1C(C(C2=CC(=CC=C12)S(=O)(=O)O)(C)C)=CC=CC1=[N+](C2=CC=C(C=C2C1(C)C)S(=O)(=O)O)CC)=O 2-[3-[1-[6-[(2,5-dioxo-1-pyrrolidinyl)oxy]-6-oxohexyl]-1,3-dihydro-3,3-dimethyl-5-sulfo-2H-indol-2-ylidene]-1-propen-1-yl]-1-ethyl-3,3-dimethyl-5-sulfo-3H-indolium